[Pd](Cl)Cl.C1(=CC=CC=C1)P([C-]1C=CC=C1)C1=CC=CC=C1.[C-]1(C=CC=C1)P(C1=CC=CC=C1)C1=CC=CC=C1.[Fe+2] 1,1'-bis(diphenylphosphino)-ferrocene palladium dichloride